tert-butyl ((3R,4S)-1-((3-(bromomethyl)phenyl)sulfonyl)-3-fluoropiperidin-4-yl)carbamate BrCC=1C=C(C=CC1)S(=O)(=O)N1C[C@H]([C@H](CC1)NC(OC(C)(C)C)=O)F